5-(7-chloro-2,3-dihydro-[1,4]dioxino[2,3-b]pyridin-6-yl)-2,6-difluorobenzamide ClC=1C=C2C(=NC1C=1C=CC(=C(C(=O)N)C1F)F)OCCO2